N-[5-[(3,4-difluorophenyl)methylcarbamoyl]-4-fluoro-2-methylphenyl]-2-methyl-1,3-thiazole-5-carboxamide FC=1C=C(C=CC1F)CNC(=O)C=1C(=CC(=C(C1)NC(=O)C1=CN=C(S1)C)C)F